CO[Si](CCCNC(CCCC(CCCCC)O)=O)(OC)OC N-(3-trimethoxysilylpropyl)-5-hydroxydecanoamide